N-(3-cyanobicyclo[1.1.1]pentan-1-yl)-2-((1-methylethyl)sulphonamido)-5-(trifluoromethyl)benzamide C(#N)C12CC(C1)(C2)NC(C2=C(C=CC(=C2)C(F)(F)F)NS(=O)(=O)C(C)C)=O